C1(CCCO1)=S r-Thiobutyrolactone